ethyl 4-nitrobenzoate [N+](=O)([O-])C1=CC=C(C(=O)OCC)C=C1